2-(6-Azaspiro[2.5]octan-6-yl)-4-(R-cyclopropylsulfonimidoyl)-N-(2-(4,4-difluoro-1-piperidinyl)-6-methyl-4-pyrimidinyl)benzamide C1CC12CCN(CC2)C2=C(C(=O)NC1=NC(=NC(=C1)C)N1CCC(CC1)(F)F)C=CC(=C2)[S@@](=O)(=N)C2CC2